C(C=C)(=O)N1CC2=CC=CC(=C2CC1)C1=C2C(=C(NC2=C(C=C1F)C(=O)N)C)Cl 4-(2-propenoyl-1,2,3,4-tetrahydroisoquinolin-5-yl)-3-chloro-5-fluoro-2-methyl-1H-indole-7-carboxamide